CC(=O)N[C@@H]1[C@H]([C@H]([C@H](O[C@@H]1O[C@@H]2[C@H]([C@@H](O[C@@H]([C@@H]2O)CO)O[C@H]3[C@H]([C@H](O[C@@H]([C@@H]3O)O[C@H]4[C@H](O[C@H]([C@@H]([C@H]4O)O)O[C@@H]5[C@H](O[C@H]([C@@H]([C@H]5O)O)O)CO)CO)CO)O)NC(=O)C)CO)O)O The molecule is a linear amino pentasaccharide comprising N-acetyl-alpha-D-galactosamine, N-acetyl-beta-D-galactosamine, alpha-D-galactose, beta-D-galactose and beta-D-glucose residues linked sequentially (1->3), (1->3), (1->4) and (1->4). It is an amino pentasaccharide and a galactosamine oligosaccharide.